(2Z,5Z)-2-(4-fluorophenylimino)-3-(4-fluorophenyl)-5-((2,3-dihydrobenzo[b][1,4]dioxin-6-yl)methylene)thiazolidin-4-one FC1=CC=C(C=C1)\N=C\1/S\C(\C(N1C1=CC=C(C=C1)F)=O)=C/C1=CC2=C(OCCO2)C=C1